o-Phthalaldehyd C1=CC=C(C(=C1)C=O)C=O